Cl.COC1=CC=C(C=C1)[C@@H](C)N |r| racemic-1-(4-methoxyphenyl)ethan-1-amine hydrochloride salt